FC1=CC=C(C=C1)CCOC1=CC=C2C=CN(C2=C1)CCO 2-(6-(4-fluorophenylethoxy)-1H-indol-1-yl)ethanol